(chloromethyl)-3,6-dihydro-2H-pyridine-1-carboxylic acid tert-butyl ester C(C)(C)(C)OC(=O)N1C(CC=CC1)CCl